ClC=1C=C(C=C(C1OC=1C2=C(N=CN1)N(C=C2)C)Cl)NCCC(=O)O 3-((3,5-Dichloro-4-((7-methyl-7H-pyrrolo[2,3-d]pyrimidin-4-yl)oxy)-phenyl)-amino)propionic acid